(S)-2-(1-aminoethyl)-3-(3-(hydroxymethyl)cyclobutyl)-5-methylquinazolin-4(3H)-one hydrochloride Cl.N[C@@H](C)C1=NC2=CC=CC(=C2C(N1C1CC(C1)CO)=O)C